diisopropoxyaluminum (ethylacetoacetate) aluminum tris(ethylacetoacetate) C(C)CC(CC(=O)[O-])=O.C(C)CC(CC(=O)[O-])=O.C(C)CC(CC(=O)[O-])=O.[Al+3].C(C)CC(CC(=O)[O-])=O.C(C)(C)O[Al+]OC(C)C